1,4-bis-(2-aminobutyl)-piperazine NC(CN1CCN(CC1)CC(CC)N)CC